(6-Chloro-3-methoxy-pyrazin-2-yl)-[4-fluoro-3-(7-morpholin-4-yl-quinazolin-4-yl)phenyl]-methanol ClC1=CN=C(C(=N1)C(O)C1=CC(=C(C=C1)F)C1=NC=NC2=CC(=CC=C12)N1CCOCC1)OC